COCCNC(C(=O)O)C(C(=O)O)O 2-(2-methoxyethyl)amino-3-hydroxysuccinic acid